NC1=NC=C2N(C(N(C2=N1)[C@@H]1O[C@@H](C[C@H]1O)CO)=O)CSC 2-Amino-9-((2R,3R,5S)-3-hydroxy-5-(hydroxymethyl)tetrahydrofuran-2-yl)-7-((methylthio)methyl)-7,9-dihydro-8H-purin-8-on